BrC=1C=C2C(=CC(C2=CC1)(CCOC)CCOC)O[Si](C)(C)C(C)(C)C ((5-bromo-1,1-bis(2-methoxyethyl)-1H-inden-3-yl)oxy)(tert-butyl)dimethylsilane